ClC1=CC=C(C=C1)C(CNC(=O)[C@]1(C=2C=CC=NC2[C@H](CC1)O)F)N1CCC(CC1)(F)F (5S,8S)-N-(2-(4-chloro-phenyl)-2-(4,4-difluoro-piperidin-1-yl)ethyl)-5-fluoro-8-hydroxy-5,6,7,8-tetrahydroquinoline-5-carboxamide